COC(C(CC(=O)C1=C(C=CC=C1OC)OC)=O)=O 4-(2,6-Dimethoxyphenyl)-2,4-dioxobutyric acid methyl ester